COC1=CC=C(CCN(C=2SC=3C(=NC=CC3)N2)CC2=CC=C(C=C2)C#CC(=O)O)C=C1 3-(4-(((4-methoxyphenethyl)(thiazolo[4,5-b]pyridin-2-yl)amino)-methyl)phenyl)propiolic acid